C[C@@]12[C@@H](CN(C1)CC1CCOCC1)C[C@@H](C2)NC=2N=NC(=CC2)C2=C(C(=CC(=C2)F)F)F (3aR,5S,6aS)-3a-methyl-2-((tetrahydro-2H-pyran-4-yl)methyl)-N-(6-(2,3,5-trifluorophenyl)pyridazin-3-yl)octahydrocyclopenta[c]pyrrol-5-amine